(Z)-3-fluoro-4-(4-[1-methyl-3-(trifluoromethyl)-1H-pyrazol-5-yl]-6-(trifluoromethyl)-1H-benzo[d]imidazol-1-yl)but-2-en-1-amine Hydrochloride Cl.F\C(=C/CN)\CN1C=NC2=C1C=C(C=C2C2=CC(=NN2C)C(F)(F)F)C(F)(F)F